2-formyl-3,4-dichlorotoluene C(=O)C1=C(C)C=CC(=C1Cl)Cl